ClC1=C2C(=CN=C1)N(N=C2NC(=O)C=2N=NC=CC2)CC2=CC=C(C=C2)C(F)(F)F N-(4-chloro-1-(4-(trifluoromethyl)benzyl)-1H-pyrazolo[3,4-c]pyridin-3-yl)pyridazine-3-carboxamide